ClC1=CC=CC=C1 trans-chlorobenzene